C(#N)[C@@H](C[C@@H]1C(NCCC1)=O)NC(=O)[C@@H]1N([C@@H]2CC([C@H]1CC2)(F)F)C([C@@H](CC2CC2)NC=2C=NN(C2)C)=O (1S,3R,4S)-N-((R)-1-cyano-2-((R)-2-oxopiperidin-3-yl)ethyl)-2-((R)-3-cyclopropyl-2-((1-methyl-1H-pyrazol-4-yl)amino)propanoyl)-5,5-difluoro-2-azabicyclo[2.2.2]octane-3-carboxamide